2-(4-(2-((5-(1,3-dimethyl-1H-pyrazol-5-yl)benzo[d]thiazol-2-yl)amino)-2-oxoethyl)-2-fluorophenoxy)pyridine-3-carboxamide CN1N=C(C=C1C=1C=CC2=C(N=C(S2)NC(CC2=CC(=C(OC3=NC=CC=C3C(=O)N)C=C2)F)=O)C1)C